5-{cis-4-[2-cyano-4-(trifluoromethyl)phenoxy]-2-ethylpiperidin-1-yl}-2'-ethoxy-N-[(3R)-1-methylpyrrolidin-3-yl]-[2,3'-bipyridine]-6-carboxamide C(#N)C1=C(O[C@@H]2C[C@@H](N(CC2)C=2C=CC(=NC2C(=O)N[C@H]2CN(CC2)C)C=2C(=NC=CC2)OCC)CC)C=CC(=C1)C(F)(F)F